N1(CC1)P(N1CC1)(N1CC1)=O tris(1-aziridinyl)phosphorus oxide